BrC=1C=C2C=CC(=C(C2=CC1)C1=C(C=CC2=CC(=CC=C12)Br)OCCCS(=O)(=O)C1=CC=C(C)C=C1)OCCCS(=O)(=O)C1=CC=C(C)C=C1 6,6'-dibromo-2,2'-bis-(3-tosyl-propoxy)-1,1'-binaphthyl